2-methyl-1-(2-(trifluoromethyl)-benzoyl)piperidine-4-carboxylic acid methyl ester COC(=O)C1CC(N(CC1)C(C1=C(C=CC=C1)C(F)(F)F)=O)C